N-(2-amino-2-methylpropyl)-4-(9H-purin-6-yl)-3,4-dihydro-2H-1,4-thiazine-6-carboxamide hydrochloride Cl.NC(CNC(=O)C1=CN(CCS1)C1=C2N=CNC2=NC=N1)(C)C